C1(CC1)CN(C=1C=CC=C2C(C(N(C12)C(=O)OC(C)(C)C)=O)(C)C)\N=C(/C(=O)OC)\C tert-butyl 7-[cyclopropylmethyl-[(Z)-(2-methoxy-1-methyl-2-oxo-ethylidene) amino] amino]-3,3-dimethyl-2-oxo-indoline-1-carboxylate